1-(4-pyridyl)piperidin-4-amine N1=CC=C(C=C1)N1CCC(CC1)N